NC([C@H](C[C@H]1C(NCC1)=O)NC([C@H](C[Si](C)(C)C)NC(=O)C=1NC2=C(C=CC=C2C1)Cl)=O)=O N-((R)-1-(((S)-1-Amino-1-oxo-3-((S)-2-oxopyrrolidin-3-yl)propan-2-yl)amino)-1-oxo-3-(trimethylsilyl)propan-2-yl)-7-chloro-1H-indole-2-carboxamide